C(C)OCCOCCOCC(=O)O 2-[2-(2-ethoxyethoxy)ethoxy]acetic acid